ClC=1SC(=CC1CCN(CCO)C=1NCCN1)Cl 2-{[2-(2,5-dichlorothiophen-3-yl)ethyl](4,5-dihydro-1H-imidazol-2-yl)amino}ethan-1-ol